N-(2-(4-((1R,4R)-2-oxa-5-azabicyclo[2.2.1]heptane-5-yl)piperidine-1-yl)-5-((6-((R)-3-(3,4-dichloro-2-fluorophenyl)isoxazolidine-2-yl)pyrimidine-4-yl)amino)-4-methoxyphenyl)acrylamide [C@H]12OC[C@H](N(C1)C1CCN(CC1)C1=C(C=C(C(=C1)OC)NC1=NC=NC(=C1)N1OCC[C@@H]1C1=C(C(=C(C=C1)Cl)Cl)F)NC(C=C)=O)C2